CN1CCN(CC1)C1=CC=C(C=C1)N([C@@H](CC1=CC=CC=C1)C(=O)O)C 4-(4-methylpiperazin-1-yl)phenyl-N-methyl-L-phenylalanine